P(=S)(OC1=CC=C(C=C1)N=C=O)(OC1=CC=C(C=C1)N=C=O)OC1=CC=C(C=C1)N=C=O tris-(4-isocyanatophenyl) thiophosphate